N'-((4-fluoro-2,6-diisopropylphenyl)carbamoyl)-4-(2-hydroxypropan-2-yl)-5-methylfuran-2-sulfonimidamide FC1=CC(=C(C(=C1)C(C)C)NC(=O)N=S(=O)(N)C=1OC(=C(C1)C(C)(C)O)C)C(C)C